tert-butyl 5-(phenoxy)-7-(benzyloxy)-[1,2,4]triazolo[1,5-a]pyridine-8-carboxylate 5-iodo-7-(benzyloxy)-[1,2,4]triazolo[1,5-a]pyridine-8-carboxylate IC1=CC(=C(C=2N1N=CN2)C(=O)O)OCC2=CC=CC=C2.O(C2=CC=CC=C2)C2=CC(=C(C=1N2N=CN1)C(=O)OC(C)(C)C)OCC1=CC=CC=C1